C(C)OC(=O)C1N=C(OC1)C1=CC=CC=C1 2-phenyl-4,5-dihydro-oxazole-4-carboxylic acid ethyl ester